C1(CC1)C(C=1C(=C(C(=C2C=NNC12)C=1N=CC=2N(C1)C=C(N2)NC(=O)[C@H]2[C@H](C2)F)C(F)(F)F)F)O (1S,2S)-N-(6-(7-(cyclopropyl(hydroxy)methyl)-6-fluoro-5-(trifluoromethyl)-1H-indazol-4-yl)imidazo[1,2-a]pyrazin-2-yl)-2-fluorocyclopropane-1-carboxamide